C1=CC=CC=2C3=CC=CC=C3C(C12)C(C=O)CC 2-(9H-fluoren-9-yl)-butyraldehyde